C(C)(C)(C)OC(=O)N1[C@@H](CC(CC1)NC1=NN(C=C1)C)C1=CC=CC=C1 (2S)-4-((1-methyl-1H-pyrazol-3-yl)amino)-2-phenylpiperidine-1-carboxylic acid tert-butyl ester